NC=1N=NC(=CC1N1CC2CCC(C1)N2C2=NC=C(C=N2)C2CCN(CC2)C2CC1(C2)CCC(CC1)C(=O)OCC)C1=C(C=CC=C1)O ethyl 2-[4-[2-[3-[3-amino-6-(2-hydroxyphenyl)pyridazin-4-yl]-3,8-diazabicyclo[3.2.1]octan-8-yl]pyrimidin-5-yl]-1-piperidyl]spiro[3.5]nonane-7-carboxylate